FC1=C2C(C=C(NC2=CC(=C1)F)C=1C=C(C#N)C=CC1S(=O)CC(F)(F)F)=O 3-(5,7-difluoro-4-oxo-1,4-dihydroquinolin-2-yl)-4-((2,2,2-trifluoroethyl)sulfinyl)benzonitrile